cyclohexylacetic acid anion C1(CCCCC1)CC(=O)[O-]